iron manganous phosphate P(=O)([O-])([O-])[O-].[Mn+2].[Fe+]